C(C)O[Si]1(N(CCC1)CCCCCC[Si](OCC)(OCC)C)C 2-ethoxy-2-methyl-N-(methyldiethoxysilylhexyl)-1-aza-2-silacyclopentane